ClCC(=O)NC1=CC(=C(C=C1)C)S(=O)(=O)N1CCN(CCC1)C 2-chloro-N-(4-methyl-3-((4-methyl-1,4-diazepan-1-yl)sulfonyl)phenyl)acetamide